CP(=O)(C)C1=C(C=CC=C1)C=1C(=CC2=C(N(C(N=C2N2[C@H](CN([C@@H](C2)C)C(C=C)=O)C)=O)C=2C(=NC=CC2C)C(C)C)N1)F (M)-7-(2-Dimethylphosphorylphenyl)-4-[(2S,5R)-2,5-dimethyl-4-prop-2-enoyl-piperazin-1-yl]-6-fluoro-1-(2-isopropyl-4-methyl-3-pyridyl)pyrido[2,3-d]pyrimidin-2-one